COC=CC=C 1-methoxy-butadiene